C(C)(C)OC=1C(=C(C(=CC1)C)C)OC(C)C diisopropoxy-o-xylene